C(C)(C)(C)OC(=O)N1C(CC(CC1)N(C)CC1=CC=CC=C1)CO 4-trans-4-[benzyl-(methyl)amino]-2-(hydroxymethyl)piperidine-1-carboxylic acid tert-butyl ester